(S)-2-(4-([1,2,4]triazolo[4,3-b]pyridazine-6-carbonyl)-3,3-dimethylpiperazin-1-yl)-N-(5-(2,4-difluorophenoxy)pyrazin-2-yl)propanamide N=1N=CN2N=C(C=CC21)C(=O)N2C(CN(CC2)[C@H](C(=O)NC2=NC=C(N=C2)OC2=C(C=C(C=C2)F)F)C)(C)C